NC(C)C1=CC(=NC2=C(C(=C(C=C12)C1=CC=CC=C1)C)C#N)C 4-(1-aminoethyl)-2,7-dimethyl-6-phenylquinoline-8-carbonitrile